Ethyl 2-(1-cyclobutyl-1H-pyrazol-4-yl)-5-[({1-[2-fluoro-4-(trifluoromethyl) phenyl]cyclopropyl}carbonyl) amino]-3-methylbenzoate C1(CCC1)N1N=CC(=C1)C1=C(C(=O)OCC)C=C(C=C1C)NC(=O)C1(CC1)C1=C(C=C(C=C1)C(F)(F)F)F